ClC=1C=C(C=C(C1)Cl)C1=NOC(C1)(C(=O)O)C 3-(3,5-dichlorophenyl)-5-methyl-4,5-dihydro-1,2-oxazole-5-carboxylic acid